C(C)(C)(C)OC(=O)NC(C(=O)O)C(C)C 2-((tert-butoxycarbonyl)amino)-3-methylbutyric acid